NC=1C2=C(N=CN1)N(C=C2C=2CCN(CC2)C(=O)OC(C)(C)C)C tert-butyl 4-(4-amino-7-methyl-7H-pyrrolo[2,3-d]pyrimidin-5-yl)-3,6-dihydropyridine-1(2H)-carboxylate